[1,2,4]triazolo[5,1-c][1,4]oxazine-2-carboxylic acid N1=C(NN2C1=COC=C2)C(=O)O